CN1N=CC=2N=C(NC(C21)=O)C=2C=NC=CC2 1-methyl-5-(pyridin-3-yl)-6H-pyrazolo[4,3-d]pyrimidin-7-one